N-cyclopropyl-2-[1-[(4-isopropylphenyl)methyl]-5-oxopyrrolidin-2-yl]acetamide C1(CC1)NC(CC1N(C(CC1)=O)CC1=CC=C(C=C1)C(C)C)=O